C(CCCCCCCCCCCCC)(=O)OCC(O)CO.C(CCCCCCCCCCCCC)(=O)OCC(O)CO.C(CCCCCCCCCCCCC)(=O)OCC(O)CO.C(CCCCCCCCCCCCC)(=O)OCC(O)CO tetraglyceryl tetramyristate